1-(4-(3-methoxyazetidine-1-carbonyl)phenyl)ethan-1-one COC1CN(C1)C(=O)C1=CC=C(C=C1)C(C)=O